2-amino-4-(butylamino)-6-(2-methoxy-4-(pyrrolidin-1-ylmethyl)benzyl)-6,7-dihydro-5H-pyrrolo[3,4-d]pyrimidin-5-one NC=1N=C(C2=C(N1)CN(C2=O)CC2=C(C=C(C=C2)CN2CCCC2)OC)NCCCC